C(CCCCCCC\C=C/C[C@H](O)CCCCCC)(=O)OCCCC butyl ricinoleate